methyl 4-(3-ethyl-1-methyl-4-((2-(trifluoromethyl)benzyl)amino)-1H-pyrazolo[3,4-d]pyrimidin-6-yl)benzoate C(C)C1=NN(C2=NC(=NC(=C21)NCC2=C(C=CC=C2)C(F)(F)F)C2=CC=C(C(=O)OC)C=C2)C